6-fluoro-N-[(2E)-3-[(3-fluoro-4-methoxyphenyl)(imino)oxo-λ6-sulfanyl]prop-2-en-1-yl]-2-oxo-1,2,5,6,7,8-hexahydroquinoline-3-carboxamide FC1CC=2C=C(C(NC2CC1)=O)C(=O)NC\C=C\S(=O)(=N)C1=CC(=C(C=C1)OC)F